C(C)(C)(C)OC(=O)N(C1C(C1)C1=CC=C(C=C1)F)CC=1N=C2N(CCN(C2)C2=NC=C(C=N2)C(=O)OC)C1 Methyl 2-(2-(((tert-butoxycarbonyl)(2-(4-fluorophenyl)cyclopropyl)amino)methyl)-5,6-dihydroimidazo[1,2-a]pyrazin-7(8H)-yl)pyrimidine-5-carboxylate